[N+](=O)([O-])C1=CC=C(C=C1)N1CCC(CC1)CCC1=CC2=C(NC=3N(CC2)N=C(C3C(=O)N)C3=CC=C(C=C3)OC3=CC=CC=C3)C=C1 7-(2-(1-(4-nitrophenyl)piperidin-4-yl)ethyl)-2-(4-phenoxyphenyl)-9,10-dihydro-4H-benzo[d]pyrazolo[1,5-a][1,3]diazepine-3-carboxamide